(1S,2S,3S,5R)-3-(2-((dimethylamino)methyl)-4-fluorophenoxy)-5-(4-methyl-7H-pyrrolo[2,3-d]pyrimidin-7-yl)cyclopentane-1,2-diol CN(C)CC1=C(O[C@@H]2[C@H]([C@H]([C@@H](C2)N2C=CC3=C2N=CN=C3C)O)O)C=CC(=C1)F